N-(5-methoxy-1H-pyrrolo[3,2-b]pyridin-3-yl)-6-phenyl-3,4-dihydroisoquinoline-2(1H)-Formamide COC1=CC=C2C(=N1)C(=CN2)NC(=O)N2CC1=CC=C(C=C1CC2)C2=CC=CC=C2